Tert-butyl N-[2-[2-[2-[5-[2-[2-(2,6-dioxo-3-piperidyl)-1,3-dioxo-isoindolin-4-yl]oxyethyl] triazol-1-yl]ethoxy]ethoxy]ethyl]carbamate O=C1NC(CCC1N1C(C2=CC=CC(=C2C1=O)OCCC1=CN=NN1CCOCCOCCNC(OC(C)(C)C)=O)=O)=O